methyl (S)-3-(((R)-tert-butylsulfinyl)amino)-3-(6-chloro-4-(2,6-dimethyl-4-((trifluoromethyl) sulfonamido)phenyl)pyridin-2-yl)propanoate C(C)(C)(C)[S@@](=O)N[C@@H](CC(=O)OC)C1=NC(=CC(=C1)C1=C(C=C(C=C1C)NS(=O)(=O)C(F)(F)F)C)Cl